BrC1=CC=C2C(CCOC2=C1)(C)C 7-bromo-4,4-dimethylchroman